C(C)(C)(C)OC(=O)NCCCC[C@@H](C(=O)OC)NC(=O)N1C=CC2=C1N=CN=C2C=2C=NN(C2)[C@H](CC#N)C2CCCC2 methyl (2S)-6-(tert-butoxycarbonylamino)-2-[[4-[1-[(1R)-2-cyano-1-cyclopentyl-ethyl]pyrazol-4-yl]pyrrolo[2,3-d]pyrimidine-7-carbonyl]amino]hexanoate